BrC=1C=CC(=C(C1)S(=O)(=O)NC=1C(=C(C(=O)NC2=NNC=N2)C=C(C1)C1(CCC1)C#N)O)O 3-((5-Bromo-2-hydroxyphenyl)sulfonamido)-5-(1-cyanocyclobutyl)-2-hydroxy-N-(1H-1,2,4-triazol-3-yl)benzamide